C(O)(O)=O.C(C)(C)NN N-isopropylhydrazine carbonate